Glutamic acid diacetate C(CN([C@@H](CCC(=O)O)C(=O)O)CC(=O)[O-])(=O)[O-]